N1(CCCCC1)C1=CC=C(N)C=C1 4-(1-piperidinyl)aniline